2-(2,6-dimethyl-4-((5-oxo-4-(4-(trifluoromethoxy)phenyl)-4,5-dihydro-1H-1,2,4-triazol-1-yl)methyl)phenoxy)-2-methylpropanoic acid diisopropylamine salt C(C)(C)NC(C)C.CC1=C(OC(C(=O)O)(C)C)C(=CC(=C1)CN1N=CN(C1=O)C1=CC=C(C=C1)OC(F)(F)F)C